(pyrazin-2-yl)pyridine-2,6-diamine maleate C(\C=C/C(=O)O)(=O)O.N1=C(C=NC=C1)C=1C(=NC(=CC1)N)N